6-(2,6-dichloro-4-nitrophenoxy)-2-(3-methoxybenzyl)-3,4-dihydroisoquinolin-1(2H)-one ClC1=C(OC=2C=C3CCN(C(C3=CC2)=O)CC2=CC(=CC=C2)OC)C(=CC(=C1)[N+](=O)[O-])Cl